1-(trans-4-((4-(4-acetylpiperazin-1-yl)-5-cyano-pyrimidin-2-yl)-amino)cyclohexyl)-3-benzyl-1-(5-(1-methyl-1H-pyrazol-4-yl)-pyridin-2-yl)urea C(C)(=O)N1CCN(CC1)C1=NC(=NC=C1C#N)N[C@@H]1CC[C@H](CC1)N(C(=O)NCC1=CC=CC=C1)C1=NC=C(C=C1)C=1C=NN(C1)C